COC(=O)C1=C(C=C2CCN(CC2=C1)C(=O)OC(C)(C)C)C=1N(C(=C(C1)C(N(C1=CC=CC=C1)C)=O)C)C 6-{1,5-dimethyl-4-[methyl-(phenyl)carbamoyl]-1H-pyrrol-2-yl}-1,2,3,4-tetrahydroisoquinoline-2,7-dicarboxylic acid 2-tert-butyl 7-methyl ester